4-Nitrobenzaldehyde-O-(1-methyl-1H-imidazole-5-carbonyl) oxime CN1C=NC=C1C(=O)ON=CC1=CC=C(C=C1)[N+](=O)[O-]